[Na].OC(CCC1=CC=C(C=C1)O)S(=O)(=O)O 1-hydroxy-3-(4-hydroxyphenyl)propane-1-sulfonic acid sodium